4-[4-Bromo-6-(2-trifluoromethoxy-benzyl)-3-hydroxy-pyridin-2-yl]-4-oxo-butyric acid ethyl ester C(C)OC(CCC(=O)C1=NC(=CC(=C1O)Br)CC1=C(C=CC=C1)OC(F)(F)F)=O